N-cyclopropyl-4-methyl-3-{1-[6-(4-methyl-piperazine-1-sulfonyl)-imidazo[1,2-a]pyridin-3-yl]-1H-pyrazol-4-yl}-benzamide C1(CC1)NC(C1=CC(=C(C=C1)C)C=1C=NN(C1)C1=CN=C2N1C=C(C=C2)S(=O)(=O)N2CCN(CC2)C)=O